Cl.CNCCO 2-(methylamino)ethanol hydrochloride salt